5-Fluoro-1-[[3-fluoro-2-(methylsulfamoylamino)pyridin-4-yl]methyl]-4-(2-fluoro-4-methylsulfanylanilino)-6-oxopyridine-3-carboxamide FC1=C(C(=CN(C1=O)CC1=C(C(=NC=C1)NS(NC)(=O)=O)F)C(=O)N)NC1=C(C=C(C=C1)SC)F